FC1=CC(=NC=C1)N1C=C(C(C2=CC(=C(C(=C12)Cl)N1CCNCC1)F)=O)C(=O)O 1-(4-fluoro-2-pyridyl)-8-chloro-6-fluoro-1,4-dihydro-7-piperazinyl-4-oxo-3-quinolinecarboxylic acid